N-(2-((1r,3r,5r,7r)-adamantan-2-ylamino)ethyl)-5-(4-chloro-phenyl)-1-(2,4-dichloro-phenyl)-2,4-dimethyl-1H-pyrrole-3-carboxamide C12C(C3CC(CC(C1)C3)C2)NCCNC(=O)C2=C(N(C(=C2C)C2=CC=C(C=C2)Cl)C2=C(C=C(C=C2)Cl)Cl)C